(1E)-2-cyanoeth-1-ene-1-sulfonyl fluoride C(#N)/C=C/S(=O)(=O)F